C1(=CC=CC=C1)C1=NNC(=C1CC(=O)NOC(C1=CC=CC=C1)(C1=CC=CC=C1)C1=CC=CC=C1)C1=CC=CC=C1 2-(3,5-diphenyl-1H-pyrazol-4-yl)-N-trityloxy-acetamide